ClC=1C=C(C=C(C1)Cl)NC1=NC2=CC=CC=C2C(N1)=O 2-((3,5-dichlorophenyl)amino)quinazoline-4(3H)-One